3-amino-N-{1-[2-cyano-4-(trifluoromethyl)phenyl]-4-{2'-ethoxy-[2,3'-bipyridinyl]-5-yl}piperidin-4-yl}propanamide NCCC(=O)NC1(CCN(CC1)C1=C(C=C(C=C1)C(F)(F)F)C#N)C=1C=CC(=NC1)C=1C(=NC=CC1)OCC